5-[1-[4-(Methoxymethyl)-1h-Pyrazol-3-yl]-3-(Trifluoromethyl)Pyrazol-4-yl]-1-Methyl-Imidazole-2-Carboxamide COCC=1C(=NNC1)N1N=C(C(=C1)C1=CN=C(N1C)C(=O)N)C(F)(F)F